N1(C2C(CC1)NCC2)C=2C1=C(N=CN2)C=CN=C1 4-(hexahydropyrrolo[3,2-b]pyrrol-1(2H)-yl)pyrido[4,3-d]pyrimidine